ClC1=C2CCNC(C2=C(C=C1)F)=O 5-chloro-8-fluoro-3,4-dihydroisoquinolin-1(2H)-one